(S or R)-2-(4-(2-(((S)-((R)-5-cyano-1,2,3,4-tetrahydroquinolin-3-yl)(phenyl)methyl)amino)ethyl)-3-methoxyphenyl)propanoic acid C(#N)C1=C2C[C@H](CNC2=CC=C1)[C@@H](C1=CC=CC=C1)NCCC1=C(C=C(C=C1)[C@@H](C(=O)O)C)OC |o1:28|